tert-butyl 4-(bicyclo[1.1.1]pentan-1-ylcarbamoyl)-5-(4-((tert-butoxycarbonyl) amino) but-1-yn-1-yl)-1H-indole-1-carboxylate C12(CC(C1)C2)NC(=O)C2=C1C=CN(C1=CC=C2C#CCCNC(=O)OC(C)(C)C)C(=O)OC(C)(C)C